4-{[trans-3-(4-fluorophenyl)cyclobutyl]oxylphenyl}-3-(methoxymethoxy)isoxazole FC1=CC=C(C=C1)[C@@H]1C[C@H](C1)OC1=C(C=CC=C1)C=1C(=NOC1)OCOC